tert-butyl (R)-4-(2-(2-(2-(2-hydroxyphenyl)-5,6,6a,7,9,10-hexahydro-8H-pyrazino[1',2':4,5]pyrazino[2,3-c]pyridazin-8-yl)pyrimidin-5-yl) ethyl)piperidine-1-carboxylate OC1=C(C=CC=C1)C=1C=C2C(=NN1)NC[C@H]1N2CCN(C1)C1=NC=C(C=N1)CCC1CCN(CC1)C(=O)OC(C)(C)C